C1(CC1)N1[C@H](CN(CC1)C(=O)C1=CC=C(C=C1)C1CC2(CC(C2)C#N)CCN1CC1=C2C=CNC2=C(C=C1OC)C)CO 6-(4-((R)-4-cyclopropyl-3-(hydroxymethyl)piperazine-1-carbonyl)phenyl)-7-((5-methoxy-7-methyl-1H-indol-4-yl)methyl)-7-azaspiro[3.5]nonane-2-carbonitrile